CCC(CC(CC)=O)=O.CCC(CC(CC)=O)=O.CCC(CC(CC)=O)=O.[Fe] iron tris(3,5-heptanedione)